pentafluorophenyl-boric acid FC1=C(C(=C(C(=C1OB(O)O)F)F)F)F